3-(1,3-dimethylpyrazol-4-yl)-6-[7,8-dimethyl-3-(trifluoromethyl)-[1,2,4]triazolo[4,3-b]pyridazin-6-yl]-7,8-dihydro-5H-1,6-naphthyridine CN1N=C(C(=C1)C=1C=NC=2CCN(CC2C1)C=1C(=C(C=2N(N1)C(=NN2)C(F)(F)F)C)C)C